ethyl 3-fluoro-4-[2-oxo-2-[3-[[[rac-(2S,3R,4R,5R)-2,3,4,5,6-pentahydroxyhexyl]amino]methyl]azetidin-1-yl]ethyl]benzoate FC=1C=C(C(=O)OCC)C=CC1CC(N1CC(C1)CNC[C@@H]([C@H]([C@@H]([C@@H](CO)O)O)O)O)=O |r|